(R)-2-amino-3-(3-(1,4-diethyl-1H-pyrazol-3-yl)-5-fluorobenzamido)propanoic acid N[C@@H](C(=O)O)CNC(C1=CC(=CC(=C1)F)C1=NN(C=C1CC)CC)=O